N-(6-(4-fluorophenyl)-5-(4-methylquinolin-6-yl)pyridin-2-yl)morpholine-4-carboxamide FC1=CC=C(C=C1)C1=C(C=CC(=N1)NC(=O)N1CCOCC1)C=1C=C2C(=CC=NC2=CC1)C